2-(quinolin-7-yl)propane-1,3-diyl bis(4-methylbenzenesulfonate) CC1=CC=C(C=C1)S(=O)(=O)OCC(COS(=O)(=O)C1=CC=C(C=C1)C)C1=CC=C2C=CC=NC2=C1